5-((1'R,2'R)-2,6-dihydroxy-5'-methyl-2'-(prop-1-en-2-yl)-1',2',3',4'-tetrahydro-[1,1'-biphenyl]-4-yl)pentanenitrile OC1=C(C(=CC(=C1)CCCCC#N)O)[C@H]1[C@@H](CCC(=C1)C)C(=C)C